1-butyl-3-methylpiperidinium methanesulfonate CS(=O)(=O)[O-].C(CCC)[NH+]1CC(CCC1)C